bistriphenylphosphine palladium (II) dichloride [Pd](Cl)Cl.C1(=CC=CC=C1)P(C1=CC=CC=C1)C1=CC=CC=C1.C1(=CC=CC=C1)P(C1=CC=CC=C1)C1=CC=CC=C1